ClC=1C=C(C(=O)OC(C)(C)C)C=C(C1)[N+](=O)[O-] tert-butyl 3-chloro-5-nitro-benzoate